OC1=C(\C=C/2\C(NC(S2)=O)=O)C=CC(=C1)O (z)-5-(2,4-Dihydroxybenzylidene)thiazolidine-2,4-dione